COC(=O)C=1C=CC2=C(N(C=N2)CCCCCO)C1 1-(5-hydroxypentyl)-1H-benzo[d]imidazole-6-carboxylic acid methyl ester